2-amino-6-borono-2-(2-morpholinoethyl)hexanoic acid NC(C(=O)O)(CCCCB(O)O)CCN1CCOCC1